Cl.ClC1=C(C=CC(=C1)F)CCCN1C[C@@H]([C@@](CC1)(O)C=1C=C(C(=O)N)C=CC1)CN(C)C 3-((3S,4R)-1-(3-(2-chloro-4-fluorophenyl)propyl)-3-((dimethylamino)methyl)-4-hydroxypiperidin-4-yl)benzamide hydrochloride